C(C1=CC=CC=C1)SC1=CC(=C(CN2C(CCC3=CN=C4C(=C23)C=CC(=N4)OC)=O)C(=C1)F)F (4-(benzylthio)-2,6-difluorobenzyl)-8-methoxy-3,4-dihydropyrido[2,3-H][1,6]naphthyridin-2(1H)-one